O1COC2=C1C=CC(=C2)NC(C(C(C)C)C2CNCC=1N(C3=CC=C(C=C3C12)F)C)=O N-(benzo[d][1,3]dioxolan-5-yl)-2-(6-fluoro-9-methyl-2,3,4,9-tetrahydro-1H-pyrido[3,4-b]indol-4-yl)-3-methylbutyramide